FCCCCCCF 1,6-difluorohexane